O[C@H](COC=1C=C(C=CC1)S(=O)(=O)NC)CN[C@H]1COC2(C1)CCN(CC2)S(=O)(=O)C=2C=C(C=C1C(=CC=NC21)O)C 3-((S)-2-hydroxy-3-((R)-8-(4-hydroxy-6-methylquinolin-8-ylsulfonyl)-1-oxa-8-azaspiro[4.5]decan-3-ylamino)propoxy)-N-methylbenzenesulfonamide